2-((1s,3s)-3-(4-methyl-4H-1,2,4-triazol-3-yl)-3-(3-(6-(((1-methylcyclobutyl)amino)methyl)-1-oxo-4-(trifluoromethyl)isoindolin-2-yl)phenyl)cyclobutoxy)acetonitrile CN1C(=NN=C1)C1(CC(C1)OCC#N)C1=CC(=CC=C1)N1C(C2=CC(=CC(=C2C1)C(F)(F)F)CNC1(CCC1)C)=O